N-methyl-1-{trans-4-[methyl-(7H-pyrrolo[2,3-d]pyrimidine-4-yl)amino]cyclohexyl}methanesulfonamide 5-(((s)-1-(4-cyanophenyl)ethyl)carbamoyl)pyrrolidin-3-yl-dihydrogenphosphate C(#N)C1=CC=C(C=C1)[C@H](C)NC(=O)C1CC(CN1)OP(=O)(O)O.CNS(=O)(=O)C[C@@H]1CC[C@H](CC1)N(C=1C2=C(N=CN1)NC=C2)C